ClC1=C(C(=CC(=C1)C1=NC2=C(C(=CN=C2C=C1)S(=O)(=O)C)NC1CCC(CC1)CN(C)C)Cl)O 2,6-dichloro-4-(8-((4-((dimethylamino)methyl)cyclohexyl)amino)-7-(methyl-sulfonyl)-1,5-naphthyridin-2-yl)phenol